COC1=CC=C(C=C1)CNC[C@H](C)N (2S)-N1-[(4-methoxyphenyl)methyl]propane-1,2-diamine